(2R,3S)-2-amino-3-methyl-N-(2-morpholino-ethyl)-pentanamide N[C@@H](C(=O)NCCN1CCOCC1)[C@H](CC)C